NC1=NC=C(C=N1)C=1C=NC2=CC=C(C=C2N1)C(=O)N1CCC(CC1)(F)F (3-(2-amino-5-pyrimidinyl)-6-quinoxalinyl)(4,4-difluoro-1-piperidinyl)methanone